C1(CC1)OC1=NC(=NC=C1C(=O)NC1=C(C=CC=C1Cl)Cl)S(=O)(=O)C 4-cyclopropoxy-N-(2,6-dichlorophenyl)-2-methanesulfonylpyrimidine-5-carboxamide